(7aR)-2-(difluoromethyl)tetrahydro-1H-pyrrolizin FC(C1CC2=CCCN2C1)F